C(C)(C)(C)OC(=O)NCCOCCOCCOCCOCCOS(=O)(=O)C1=CC=C(C)C=C1 p-toluenesulfonic acid 2-(2-{2-[2-(2-tert-butoxycarbonylamino-ethoxy)-ethoxy]-ethoxy}-ethoxy)-ethyl ester